FC(C=1C=C2C[C@@H]3[C@@H](NCCC3)C2=CC1)(F)F (4aR,9bR)-7-(trifluoromethyl)-2,3,4,4a,5,9b-hexahydro-1H-indeno[1,2-b]pyridine